1-(3,5-dibromophenyl)-3-(3-bromo-5-trifluoromethoxyphenyl)urea BrC=1C=C(C=C(C1)Br)NC(=O)NC1=CC(=CC(=C1)OC(F)(F)F)Br